(1,3-bis(2,6-diisopropylphenyl)-1,3-dihydro-2H-imidazol-2-ylidene)bis(trifluoromethyl)gold(III) C(C)(C)C1=C(C(=CC=C1)C(C)C)N1C(N(C=C1)C1=C(C=CC=C1C(C)C)C(C)C)=[Au-](C(F)(F)F)C(F)(F)F